C(C)C(COC(CCSC1=CC=C(C=C1)CCN(C)C)=O)CCCC.C(=C)C1=CC=C(C=C1)CC(=O)O p-vinylbenzeneacetic acid 2-ethylhexyl-3-[4-[2-(dimethylamino)ethyl]phenyl]sulfanylpropanoate